(E)-8-{4-(trifluoromethyl)styryl}quinoline-5-carbonitrile FC(C1=CC=C(/C=C/C2=CC=C(C=3C=CC=NC23)C#N)C=C1)(F)F